C(C)(=O)C=1C=C(C(=NC1)C#N)Cl 5-acetyl-3-chloropyridine-2-carbonitrile